N4-[2-(6-methyl-2-pyridyl)pyrimidin-4-yl]-N2-[4-[[rac-(1S,6R)-3,9-diazabicyclo[4.2.1]nonan-9-yl]methyl]phenyl]pyrimidine-2,4-diamine CC1=CC=CC(=N1)C1=NC=CC(=N1)NC1=NC(=NC=C1)NC1=CC=C(C=C1)CN1[C@@H]2CNCC[C@H]1CC2 |r|